C(CCCC)N(CCN(CCN(C)CCCCC)C)C N,N''-dipentyl-N,N',N''-trimethyl(diethylenetriamine)